2-[2-(2-azidoethoxy)ethoxy]ethanaminium tosylate S(=O)(=O)([O-])C1=CC=C(C)C=C1.N(=[N+]=[N-])CCOCCOCC[NH3+]